5-[1-(2-Fluoro-6-methyl-phenyl)-piperidin-4-yl]-2-(2-hydroxy-2-methyl-propyl)-7-(2-trifluoromethyl-benzyl)-2,4,5,7-tetrahydro-pyrazolo[3,4-d]pyrimidin-6-on FC1=C(C(=CC=C1)C)N1CCC(CC1)N1C(N(C=2C(C1)=CN(N2)CC(C)(C)O)CC2=C(C=CC=C2)C(F)(F)F)=O